C(CCC=C)NCC1=CC=C(CCNC(OC(C)(C)C)=O)C=C1 tert-butyl 4-((pent-4-en-1-ylamino)methyl)phenethylcarbamate